C(C)(=O)OC1=C(C(=CC(=C1)C)C)C(CC(=O)O)(C)C 3-(2-acetoxy-4,6-dimethyl-phenyl)-3-methyl-butyric acid